rac-(3aR,4S,4aR,9bS,9cR)-4a-(4-bromophenyl)-9b-hydroxy-9-methoxy-4-phenyl-3,3a,4,4a,9b,9c-hexahydro-2H-furo[3'',2'':4',5']cyclopenta[1',2':4,5]furo[2,3-c]pyridin-2-one BrC1=CC=C(C=C1)[C@]12[C@](C3=C(C=NC=C3OC)O1)([C@H]1[C@@H]([C@H]2C2=CC=CC=C2)CC(O1)=O)O |r|